3,6-dihydro-2H-1,3-thiazin-2-one S1C(NC=CC1)=O